C(C1=CC=CC=C1)C1=C(SC=2N3C([C@@H](OCC21)C)=NN=C3C)C#CCOC (S)-3-benzyl-2-(3-methoxyprop-1-yn-1-yl)-6,9-dimethyl-4H,6H-thieno[2,3-e][1,2,4]triazolo[3,4-c][1,4]oxazepine